C(C)(CC)N[C@H]1[C@H](CC1)C1=C(C=C(C=C1)Cl)Cl cis-N-sec-butyl-2-(2,4-dichlorophenyl)cyclobutane-1-amine